((1R)-3-methyl-1-(3-((quinoline-5-carboxamido)methyl)-4,5-dihydroisoxazole-5-carboxamido)butyl)boron CC(C[C@H](NC(=O)C1CC(=NO1)CNC(=O)C=1C=2C=CC=NC2C=CC1)[B])C